N1([C@@H](COCC1)C(=O)OCOP(=O)(OC(C)(C)C)OC(C)(C)C)C(=O)OCC1=CC=CC=C1 4-benzyl 3-(((di-tert-butoxyphosphoryl)oxy)methyl) (S)-morpholine-3,4-dicarboxylate